O1CC(C1)N1N=CC=2C1=NC(=NC2)N2C(C1(CNC1)CC2)=O 6-(1-(oxetan-3-yl)-1H-pyrazolo[3,4-d]pyrimidin-6-yl)-2,6-diazaspiro[3.4]octan-5-one